(2-((5-Chloro-2-((4-methoxyphenyl)amino)pyrimidin-4-yl)amino)phenyl)dimethylphosphine oxide ClC=1C(=NC(=NC1)NC1=CC=C(C=C1)OC)NC1=C(C=CC=C1)P(C)(C)=O